C(C)S(=O)(=O)C1=C(C=CC(=C1)C(F)(F)F)N1N=NC(=C1C)CO (1-(2-(ethylsulfonyl)-4-(trifluoromethyl)phenyl)-5-methyl-1H-1,2,3-triazol-4-yl)methanol